N1(N=NC=C1)CC1CC(C1)(C(=O)NC=1C(=NC(=CC1)C)OC(F)F)C1=C(C=CC=C1)C(C)C 3-((1H-1,2,3-triazol-1-yl)methyl)-N-(2-(difluoromethoxy)-6-methylpyridin-3-yl)-1-(2-isopropylphenyl)cyclobutane-1-carboxamide